P(=O)(O[C@@H]1[C@H](OC2=CC(=CC(=C2C1=O)O)O)C1=CC(=C(C(=C1)O)O)O)(OCNCC(C)C)O (2R,3R)-5,7-dihydroxy-4-oxo-2-(3,4,5-trihydroxyphenyl)chroman-3-yl ((isobutylamino)methyl) hydrogen phosphate